C(#N)C=1C=C(C(=NC1)C(=O)NC=1C=C2C(=NNC2=CC1)C1=CC(=NC=C1)C)C 5-Cyano-3-methyl-N-(3-(2-methylpyridin-4-yl)-1H-indazol-5-yl)picolinamide